CC1=C(NC2=NC=C(C=C21)C(F)(F)F)C(=O)OCC ethyl 3-methyl-5-(trifluoromethyl)-1H-pyrrolo[2,3-b]pyridine-2-carboxylate